3-fluoro-4-(5-(hydroxymethyl)-2,3-dihydrobenzofuran-7-yl)pyridinecarbonitrile FC=1C(=NC=CC1C1=CC(=CC=2CCOC21)CO)C#N